CN1C(=CC=C1C(C1=CC=C(C=C1)C)=O)C(C(=O)OCC)(C(=O)OCC)C(=O)OCC triethyl 1-methyl-5-(4-methyl benzoyl)-1H-pyrrole-2-methanetricarboxylate